2-chloro-5-fluoro-4-(5-fluoro-6-methoxypyridin-3-yl)pyrimidine ClC1=NC=C(C(=N1)C=1C=NC(=C(C1)F)OC)F